N-{[9-(4-fluorobenzyl)-β-carbolin-3-yl]methyl}-β-carbolin-1-amine FC1=CC=C(CN2C3=CC=CC=C3C=3C=C(N=CC23)CNC2=NC=CC=3C4=CC=CC=C4NC23)C=C1